C(C1=CC=CC=C1)N(C(=O)[C@H]1[C@@H]2C[C@@H]2CN1S(=O)(=O)C1=CC=C(C)C=C1)C1CCC(CC1)(C)C |&1:10,o1:11,13| (1R*,5S*)-(2RS)-3-(Toluene-4-sulfonyl)-3-azabicyclo[3.1.0]hexane-2-carboxylic acid benzyl-(4,4-dimethyl-cyclohexyl)-amide